FC=1C=[N+](C=C(C1C(=O)OC)C)[O-] 3-fluoro-4-(methoxycarbonyl)-5-methylpyridine 1-oxide